OC(CCCCCCCC(=O)O)CCCCCCCCCCCCCC 9-Hydroxy-tricosanoic acid